FC(C=1C=CC(=NC1)C1=NC=C(C=C1)C(F)(F)F)(F)F 5,5'-di(trifluoromethyl)-2,2'-bipyridine